O1C2=C(OCC1)C=C(C=C2)C=2C=C1CCN(C(C1=CC2)=O)C=2C=CC(=C(C2)NS(=O)(=O)C)OCOCCOC N-(5-(6-(2,3-dihydrobenzo[b][1,4]dioxin-6-yl)-1-oxo-3,4-dihydroisoquinolin-2(1H)-yl)-2-((2-methoxyethoxy)methoxy)phenyl)methanesulfonamide